tert-butyl (3S,4S)-3-[[6-(7-chloroimidazo[1,2-a]pyridin-3-yl)-2-pyridyl]amino]-4-fluoro-pyrrolidine-1-carboxylate ClC1=CC=2N(C=C1)C(=CN2)C2=CC=CC(=N2)N[C@H]2CN(C[C@@H]2F)C(=O)OC(C)(C)C